C(C1=CC=CC=C1)OC1=C([N+](=CC2=C(C=CC(=C12)Cl)Br)[O-])C(=O)OC 4-(Benzyloxy)-8-bromo-5-chloro-3-(methoxycarbonyl)isoquinoline 2-oxide